2-amino-9-((2R,4S,5R)-4-hydroxy-5-(hydroxymethyl)tetrahydrofuran-2-yl)-1,9-dihydro-6H-purin-6-one NC=1NC(C=2N=CN(C2N1)[C@@H]1O[C@@H]([C@H](C1)O)CO)=O